tert-butyl (R)-(1-((2-((1-(7-morpholinothiazolo[5,4-d]pyrimidin-2-yl)piperidin-4-yl)carbamoyl)pyridin-4-yl)methyl)piperidin-3-yl)carbamate O1CCN(CC1)C=1C2=C(N=CN1)SC(=N2)N2CCC(CC2)NC(=O)C2=NC=CC(=C2)CN2C[C@@H](CCC2)NC(OC(C)(C)C)=O